9-(3,5-dichlorophenyl)phenanthrene 5-[(4-aminobutyl){2-[(tert-butyl)bis(methyl)siloxy]-7-(1-octylnonylcarbonyloxy)heptyl}amino]-4-[(tert-butyl)bis(methyl)siloxy]pentyl-dodecanoate NCCCCN(CC(CCCOC(CCCCCCCCCCC)=O)O[Si](C)(C)C(C)(C)C)CC(CCCCCOC(=O)C(CCCCCCCC)CCCCCCCC)O[Si](C)(C)C(C)(C)C.ClC=1C=C(C=C(C1)Cl)C=1C2=CC=CC=C2C=2C=CC=CC2C1